C(=O)(O)C1=CC=C(CN2C[C@@]3([C@@H](N[C@H]([C@@H]3C3=CC(=CC=C3)Cl)C(=O)NC3=C(C=C(C(=O)O)C=C3)OC)CC(C)(C)C)C3=CC=C(C=C23)Cl)C=C1 4-((2'S,3S,4'R,5'R)-1-(4-carboxybenzyl)-6-chloro-4'-(3-chlorophenyl)-2'-neopentyl-spiro[indoline-3,3'-pyrrolidine]-5'-carboxamido)-3-methoxybenzoic acid